N-(4-benzooxazole-2-yl-phenyl)-N-(4-benzothiazole-2-yl-phenyl)-amine O1C(=NC2=C1C=CC=C2)C2=CC=C(C=C2)NC2=CC=C(C=C2)C=2SC1=C(N2)C=CC=C1